stearyl-bis(2-hydroxyethyl)amine C(CCCCCCCCCCCCCCCCC)N(CCO)CCO